OC(C(=O)OCC)CCCCCCCCC ethyl alpha-hydroxyundecanoate